Acryloyl formate C(=O)OC(C=C)=O